(2S,αR)-2-Methylbutyl-α-phenylethylamine C[C@H](CN[C@H](C)C1=CC=CC=C1)CC